n-Amylpropionat C(CCCC)OC(CC)=O